C(C)NCC(=O)OC(CNCC)=O (N-ethyl)glycine anhydride